2-[(1S)-1-(hydroxymethyl)-2-tetradecoxy-ethoxy]pyridine-4-carbonitrile OC[C@@H](COCCCCCCCCCCCCCC)OC1=NC=CC(=C1)C#N